dimethyl 4-(1-benzyloxycarbonyl-3,6-dihydro-2H-pyridin-4-yl)-5-isopropoxy-benzene-1,2-dicarboxylate C(C1=CC=CC=C1)OC(=O)N1CCC(=CC1)C=1C=C(C(=CC1OC(C)C)C(=O)OC)C(=O)OC